OC1=CC=C2C(C=C(O2)C(=O)N2CCOCC2)=C1C=O 5-hydroxy-2-(morpholine-4-carbonyl)benzofuran-4-carbaldehyde